3,5-dichloro-2-methoxyaniline ClC=1C(=C(N)C=C(C1)Cl)OC